SCC(=O)OCC(COC(CS)=O)(COCC(COC(CS)=O)(COC(CS)=O)CO)CO dipentaerythritol tetrakis(mercaptoacetate)